5-pyridin-3-yl-1-(toluene-4-sulfonyl)-1H-pyrrole-3-sulfonyl chloride N1=CC(=CC=C1)C1=CC(=CN1S(=O)(=O)C1=CC=C(C)C=C1)S(=O)(=O)Cl